C(=C)C1=CC=C(C=C1)[Si](O[Si](C)(C)C)(O[Si](C)(C)C)O[Si](C)(C)C p-vinylphenyl-tris(trimethylsiloxy)silane